(4-amino-3-methylimidazo[1,5-a]pyrido[3,4-e]pyrazin-8-yl)(3,3-dimethyl-7-(trifluoromethoxy)-3,4,4a,9b-tetrahydrobenzofuro[3,2-b]pyridin-1(2H)-yl)methanone NC=1C=2N(C3=C(N1)C=NC(=C3)C(=O)N3C1C(CC(C3)(C)C)OC3=C1C=CC(=C3)OC(F)(F)F)C=NC2C